NC1=CC(=C2C(N(CCCCC[C@@](C3=NN=C(C1=N2)O3)(C(F)(F)F)O)CC3=CC=C(C=C3)C3CC3)=O)C(F)(F)F (6R)-17-amino-12-[(4-cyclopropylphenyl)methyl]-6-hydroxy-6,15-bis(trifluoromethyl)-19-oxa-3,4,12,18-tetrazatricyclo[12.3.1.12,5]nonadeca-1(18),2,4,14,16-pentaen-13-one